COC=1C=C(C=NC1)C1=CC(=NC=C1)C=1NC(=CN1)C(F)(F)F 2-(5-Methoxy-3,4'-bipyridin-2'-yl)-5-(trifluoromethyl)-1H-imidazol